NC=1C2=C(N=CN1)N(C=C2)[C@@H]2O[C@@H]([C@H]([C@H]2O)O)CSCC=2C(=NOC2C2=CC=C(C=C2)N)C (2R,3R,4S,5S)-2-(4-Amino-7H-pyrrolo[2,3-d]pyrimidin-7-yl)-5-((((5-(4-aminophenyl)-3-methylisoxazol-4-yl)methyl)thio)methyl)tetrahydrofuran-3,4-diol